N-[(benzofuran-3-yl)methylen]-3-(naphthalen-1-yl)prop-2-en-1-amin O1C=C(C2=C1C=CC=C2)C=NCC=CC2=CC=CC1=CC=CC=C21